ClC=1C(N(C(=CC1OC([2H])([2H])C1=C(C=C(C=C1F)F)F)C)C1=CC(=NC=C1C)N1N=C(C(=C1)F)C(C)(C)NC(C)=O)=C=O (S)-N-(2-(1-(3-chloro-5',6-dimethyl-2-carbonyl-4-((2,4,6-trifluorophenyl)methoxy-d2)-2H-[1,4'-bipyridin]-2'-yl)-4-fluoro-1H-pyrazol-3-yl)propan-2-yl)acetamide